C(C=CC)C(O)[C@H](O)[C@@H](O)[C@H](O)[C@H](O)CO 1-(2-butenyl)sorbitol